[2-(4-fluorophenyl)piperidine-1-carbonyl]-6-methyl-N-(1-methylcyclopropyl)furo[2,3-d]pyrimidin-4-amine FC1=CC=C(C=C1)C1N(CCCC1)C(=O)C=1N=C(C2=C(N1)OC(=C2)C)NC2(CC2)C